6-fluoro-5-methyl-4-nitro-1H-indazole FC1=C(C(=C2C=NNC2=C1)[N+](=O)[O-])C